tert-butyl (1R,3S,5S)-3-[[6-(hydroxymethyl)-5-[2-(methoxymethoxy)-4-[1-(oxan-2-yl)pyrazol-4-yl]phenyl]pyridin-2-yl](methyl)amino]-8-azabicyclo[3.2.1]octane-8-carboxylate OCC1=C(C=CC(=N1)N(C1C[C@H]2CC[C@@H](C1)N2C(=O)OC(C)(C)C)C)C2=C(C=C(C=C2)C=2C=NN(C2)C2OCCCC2)OCOC